(3R,5R)-1-(tert-Butylsulfonyl)-5-(2,5-difluorophenyl)pyrrolidin-3-ol C(C)(C)(C)S(=O)(=O)N1C[C@@H](C[C@@H]1C1=C(C=CC(=C1)F)F)O